Cl.BrC1=CC(=NN1)CO (5-bromo-1H-pyrazol-3-yl)methanol hydrochloride